5-[2-(2-fluoro-4-trifluoromethyl-phenyl)-ethylamino]-2-hydroxy-benzoic acid FC1=C(C=CC(=C1)C(F)(F)F)CCNC=1C=CC(=C(C(=O)O)C1)O